CC1=C2C=CC(=NC2=CC=C1)C(=O)NC1=CC(=CC=C1)[C@H](C)SC1=NN=CN1C 5-Methyl-N-[3-[(1S)-1-[(4-methyl-4H-1,2,4-triazol-3-yl)sulfanyl]ethyl]phenyl]quinoline-2-carboxamide